(R*)-((S*)-5,5-dimethyl-pyrrolidin-2-yl)(pyridin-4-yl)methanol CC1(CC[C@H](N1)[C@H](O)C1=CC=NC=C1)C |o1:4,6|